2-[4-(3,4-dihydro-2H-1,5-benzodioxepin-7-yl)-1-methylpyrazol-3-yl]-5-methoxy-4-propylphenol O1CCCOC2=C1C=CC(=C2)C=2C(=NN(C2)C)C2=C(C=C(C(=C2)CCC)OC)O